CC1(CC[C@@H](CN1)NC1=NC=C(C(=N1)C1=CNC=2C(N(CCCC21)C)=O)C(F)(F)F)C 3-(2-{[(3S)-6,6-dimethylpiperidin-3-yl]amino}-5-(trifluoromethyl)pyrimidin-4-yl)-7-methyl-1H,4H,5H,6H,7H,8H-pyrrolo[2,3-c]azepin-8-one